BrC=1N=C(N(N1)C1=NC=C(C=C1)OCC(F)F)C(C)NC(C1=CC(=CC(=C1)C(F)(F)F)C1C(C1)(F)F)=O N-[1-[5-bromo-2-[5-(2,2-difluoroethoxy)-2-pyridyl]-1,2,4-triazol-3-yl]ethyl]-3-(2,2-difluorocyclopropyl)-5-(trifluoromethyl)benzamide